[7-(4-fluoro-2-isopropoxy-phenyl)-6-(4,5,6,7-tetrahydropyrazolo[1,5-a]pyrazin-2-yl)thieno[3,2-c]pyridin-4-yl]trifluoromethanesulfonic acid FC1=CC(=C(C=C1)C=1C2=C(C(=NC1C1=NN3C(CNCC3)=C1)OS(=O)(=O)C(F)(F)F)C=CS2)OC(C)C